C1(=CC=CC=C1)OS(=O)(=O)C1=CC=C(C=C1)C(C)(C)C phenyl-4-tert-butylbenzenesulfonate